C(C)(C)N1N=NC2=C1C=CC(=C2)C=2OC1=C(N2)C=CC(=C1)C 2-(1-isopropyl-1H-benzo[d][1,2,3]triazol-5-yl)-6-methylbenzo[d]oxazole